NC=1C(N(C(N(C1N)CC)=O)CC)=O 5,6-diamino-1,3-diethyl-pyrimidine-2,4(1H,3H)-dione